tert-butyl (1-(2-chloro-4-(methylthio)pyrimidin-5-yl)cyclobutyl)carbamate ClC1=NC=C(C(=N1)SC)C1(CCC1)NC(OC(C)(C)C)=O